ClC1=C(N=C2N1CCC(C(N2C)=O)I)C 3-chloro-7-iodo-2,9-dimethyl-6,7-dihydro-5H-imidazo[1,2-a][1,3]diazepin-8(9H)-one